tert-butyl (2-cyano-8-(3-((dimethylamino)methyl)-1-methyl-1H-pyrazol-5-yl)imidazo[1,2-c]pyrimidin-5-yl)((5-fluoro-2,3-dihydrobenzofuran-4-yl)methyl)carbamate C(#N)C=1N=C2N(C(=NC=C2C2=CC(=NN2C)CN(C)C)N(C(OC(C)(C)C)=O)CC2=C(C=CC3=C2CCO3)F)C1